tert-butyl (1R,5S)-3-(2-((1-((benzyloxy)carbonyl)piperidin-4-yl)oxy)-7-(8-chloronaphthalen-1-yl)-8-fluoropyrido[4,3-d]pyrimidin-4-yl)-3,8-diazabicyclo[3.2.1]octane-8-carboxylate C(C1=CC=CC=C1)OC(=O)N1CCC(CC1)OC=1N=C(C2=C(N1)C(=C(N=C2)C2=CC=CC1=CC=CC(=C21)Cl)F)N2C[C@H]1CC[C@@H](C2)N1C(=O)OC(C)(C)C